BrC1=CC2=C(N=C(N=C2N[C@H](C)C2=C(C(=CC=C2)C(F)F)F)C)N=C1Cl (R)-6-bromo-7-chloro-N-(1-(3-(difluoromethyl)-2-fluorophenyl)ethyl)-2-methylpyrido[2,3-d]Pyrimidine-4-amine